(1-(3-chlorophenyl)-3-azabicyclo[3.1.0]hex-3-yl)((5R)-7,7-dimethyl-5-phenyl-4,5,6,7-tetrahydropyrazolo[1,5-a]pyrimidin-3-yl)methanone ClC=1C=C(C=CC1)C12CN(CC2C1)C(=O)C=1C=NN2C1N[C@H](CC2(C)C)C2=CC=CC=C2